Cl.NCC1=NC=CC(=C1)C(=O)OC methyl 2-(aminomethyl)pyridine-4-carboxylate hydrochloride